Cl.ClC1=C(SC=2C1=NC(=CC2NCC2=C(C=CC=C2)F)Cl)[C@H]2OCCC[C@@H]2N |r| 3,5-dichloro-N-[(2-fluorophenyl)methyl]-2-[rac-(2S,3S)-3-aminotetrahydropyran-2-yl]thieno[3,2-b]pyridin-7-amine hydrochloride